N-(5-cyclopropylthiazol-2-yl)-2-(1-(pyridin-2-yl)-1H-pyrazol-3-yl)acetamide C1(CC1)C1=CN=C(S1)NC(CC1=NN(C=C1)C1=NC=CC=C1)=O